CN1C(=NC=C1C=1C=C2C=C(N=CC2=CC1)NC(=O)C1CCN(CC1)C(C)C)C N-(6-(1,2-dimethyl-1H-imidazol-5-yl)isoquinolin-3-yl)-1-isopropylpiperidine-4-carboxamide